2-((6-methoxy-2-methyl-1,2,3,4-tetrahydroisoquinolin-7-yl)amino)-4-((2-(thiazol-5-yl)phenyl)amino)pyrimidine-5-carboxamide 2,2,2-trifluoroacetate FC(C(=O)O)(F)F.COC=1C=C2CCN(CC2=CC1NC1=NC=C(C(=N1)NC1=C(C=CC=C1)C1=CN=CS1)C(=O)N)C